NCC1CCC(CC1)CN1C(=NC=2C1=C(N=NC2N)CCC(C)C)CCCC 1-(((1r,4r)-4-(aminomethyl)cyclohexyl)methyl)-2-butyl-7-isopentyl-1H-imidazo[4,5-d]pyridazin-4-amine